isododecenyl-succinic anhydride C(=CCCCCCCCC(C)C)C1C(=O)OC(C1)=O